tert-butyl (R)-(1-(7-(3-methoxypropoxy)-2H-indazol-2-yl)-3,3-dimethylbutan-2-yl)carbamate COCCCOC1=CC=CC2=CN(N=C12)C[C@@H](C(C)(C)C)NC(OC(C)(C)C)=O